[K+].S(=O)(=O)([O-])C(C(=O)OCCCC)CC(=O)OCCCC dibutyl sulfosuccinate potassium salt